(E)-1,3,5-trimethyl-2-(phenyldiazenyl)-1H-pyrrole CN1C(=C(C=C1C)C)\N=N\C1=CC=CC=C1